O[C@@H]1C[C@H](N(C1)C([C@H](C(C)(C)C)N1N=NC(=C1)C1=NC=CC(=C1)OC)=O)C(=O)NC (2S,4R)-4-hydroxy-1-[(2S)-2-[4-(4-methoxy-2-pyridyl)triazol-1-yl]-3,3-dimethyl-butanoyl]-N-methyl-pyrrolidine-2-carboxamide